NC1=NC(=C(C=C1C1=CC=C2C(NC(=NC2=C1)C1CC1)=O)C1=CC=C(C=C1)N1CCN(CC1)C(C)C)F 7-(2-amino-6-fluoro-5-(4-(4-isopropylpiperazin-1-yl)phenyl)pyridin-3-yl)-2-cyclopropylquinazolin-4(3H)-one